FC(C1=NC=CC(=N1)C#N)(F)F 2-(trifluoromethyl)pyrimidine-4-carbonitrile